ethyl 2-[2-[4-(2,6-dioxo-3-piperidyl)phenyl]-2-azaspiro[3.3]heptan-6-yl]acetate O=C1NC(CCC1C1=CC=C(C=C1)N1CC2(C1)CC(C2)CC(=O)OCC)=O